CN(CCCNC(=O)C1=NN2C(N=C(C=C2C2=CC=CC=C2)C2=CC=CC=C2)=C1)C1=NC=CC=C1 N-(3-(Methyl(pyridin-2-yl)amino)propyl)-5,7-diphenylpyrazolo[1,5-a]pyrimidine-2-carboxamide